C(CCC)OCCCCCC=O 6-Butoxyhexanal